ClC=1C=C(C(=O)NCC=2N=NN3N=CC=CC32)C=CC1OC(F)(F)F 3-chloro-N-([1,2,3]triazolo[1,5-b]pyridazin-3-ylmethyl)-4-(trifluoromethoxy)benzamide